C(C1=CC=CC=C1)OC(=O)N1[C@@H](C[C@H](C1)OS(=O)(=O)C)COC(F)F (2S,4R)-2-((difluoromethoxy)methyl)-4-((methylsulfonyl)oxy)pyrrolidine-1-carboxylic acid benzyl ester